((3ar,4r,6as)-6-(4-chloro-7H-pyrrolo[2,3-d]pyrimidin-7-yl)-2,2-dimethyltetrahydro-3aH-cyclopenta[d][1,3]dioxol-4-yl)methanol ClC=1C2=C(N=CN1)N(C=C2)C2C[C@@H]([C@@H]1[C@H]2OC(O1)(C)C)CO